4-(4-hydroxymethylphenoxy)butyric acid OCC1=CC=C(OCCCC(=O)O)C=C1